(cis)-tert-Butyl 2-formyl-5-(tosylmethyl)pyrrolidine-1-carboxylate C(=O)[C@@H]1N([C@@H](CC1)CS(=O)(=O)C1=CC=C(C)C=C1)C(=O)OC(C)(C)C